1-((3s,5r)-1-propenoyl-5-(methoxymethyl)pyrrolidin-3-yl)-3-((1-ethyl-4,6-difluoro-1H-benzo[d]imidazol-5-yl)ethynyl)-5-(methylamino)-1H-pyrazole-4-carboxamide C(C=C)(=O)N1C[C@H](C[C@@H]1COC)N1N=C(C(=C1NC)C(=O)N)C#CC1=C(C2=C(N(C=N2)CC)C=C1F)F